C(C(=C)C)(=O)NCCN(CCN(CCNC(C(=C)C)=O)C(C(=C)C)=O)C(C(=C)C)=O N,N',N'',N'''-tetramethacryloyltriethylenetetramine